ClC1=CC=C(C=C1)C1=N[C@H](C=2N(C3=C1C(=C(S3)C)C)C(=NN2)C)CC(=O)N2CCNCC2 (S)-2-(4-(4-chlorophenyl)-2,3,9-trimethyl-6H-thieno[3,2-f][1,2,4]triazolo[4,3-a][1,4]diazepin-6-yl)-1-(piperazin-1-yl)ethan-1-one